COC=1C(=C2C=NNC2=CC1)CNC(C1=CC=C(C=C1)OC(F)(F)F)=O N-((5-methoxy-1H-indazol-4-yl)methyl)-4-(trifluoromethoxy)benzamide